C1CN2C/C(=C/CO)/[C@@H]3C[C@H]2[C@@]14[C@@H]5[C@@H]3[C@@H](CC(=O)N5C6=CC=CC=C46)O The molecule is a monoterpenoid indole alkaloid with formula C21H24N2O3, isolated from Strychnos icaja and Strychnos nux-vomica. It has a role as a plant metabolite. It is a delta-lactam, a monoterpenoid indole alkaloid, an olefinic compound, an organic heterohexacyclic compound, a primary alcohol, a tertiary amino compound and a secondary alcohol.